OC=1C=C2OC=3C(C(C(C(C3C(C2=C(C1C(CC)=O)O)CC(C)C)=O)(C)C)=O)(C)C 6,8-dihydroxy-7-propionyl-9-isobutyl-2,2,4,4-tetramethyl-4,9-dihydro-1H-xanthene-1,3(2H)-dione